(E)-3-(4-bromophenyl)-1-(4-(2-methoxypyridin-4-yl)piperazin-1-yl)prop-2-en-1-one BrC1=CC=C(C=C1)/C=C/C(=O)N1CCN(CC1)C1=CC(=NC=C1)OC